ClC=1C(=CC2=C(C[C@](O2)(C2=CC=CC=C2)C2N(CC2)C(=O)OC(C)(C)C)C1C1=C(C(=CC=C1C(=O)OC)OCCOC1OCCCC1)F)F tert-butyl 2-((2S,4S)-5-chloro-6-fluoro-4-(2-fluoro-6-(methoxycarbonyl)-3-(2-((tetrahydro-2H-pyran-2-yl)oxy)ethoxy)phenyl)-2-phenyl-2,3-dihydrobenzofuran-2-yl)azetidine-1-carboxylate